(S)-tert-butyl 2-(2-(1-methoxycyclopropanecarbonyl)-6-(3-methyl-1H-pyrrolo[2,3-b]pyridine-5-yl)-1,2,3,4-tetrahydroisoquinolin-8-yl)pyrrolidine-1-carboxylate COC1(CC1)C(=O)N1CC2=C(C=C(C=C2CC1)C=1C=C2C(=NC1)NC=C2C)[C@H]2N(CCC2)C(=O)OC(C)(C)C